NC1=C(C=2C=NC(=C(C2N1C1=C2C=NNC2=CC(=C1C)F)CC1CCC1)C1CC1)C(=O)N 2-amino-7-(cyclobutylmethyl)-6-cyclopropyl-1-(6-fluoro-5-methyl-1H-indazol-4-yl)-1H-pyrrolo[3,2-c]pyridine-3-carboxamide